N1CC(OCC1)COC1=NC=CC2=CC(=C(C=C12)OC(C)C)C(=O)N 1-(morpholin-2-ylmethoxy)-7-(propan-2-yloxy)isoquinoline-6-carboxamide